BrC=1N=C2C(=NC1)N(CC(C2=O)C(=O)OC(C)(C)C)C2CCC2 tertbutyl 2-bromo-5-cyclobutyl-8-oxo-6H,7H-pyrido[2,3-b]pyrazine-7-carboxylate